CN(C(=O)C=1C=CC2=C(NC(=N2)C)C1)C N,N,2-trimethyl-1H-benzo[d]imidazole-6-carboxamide